trans-5-(7-cyano-5-fluoro-2-methyl-1H-indol-4-yl)octahydro-2H-pyrrolo[3,4-c]pyridine-2-carboxylic acid tert-butyl ester C(C)(C)(C)OC(=O)N1C[C@H]2CN(CC[C@@H]2C1)C1=C2C=C(NC2=C(C=C1F)C#N)C